F[P-](F)(F)(F)(F)F.C(C)(C)(C)C1=CC=C(C=C1)[I+]C1=CC=C(C=C1)C(C)(C)C bis(4-t-butylphenyl)iodonium hexafluorophosphate